(2R,4S) or (2R,4R)-1-(3-chlorophenethyl)-2-methyl-4-((4-(methylsulfonyl)phenoxy)methyl)pyrrolidine ClC=1C=C(CCN2[C@@H](C[C@@H](C2)COC2=CC=C(C=C2)S(=O)(=O)C)C)C=CC1 |o1:9|